5-(Cyclopropylmethylsulfonyl)furan C1(CC1)CS(=O)(=O)C1=CC=CO1